N-isopropyl-benzamide C(C)(C)NC(C1=CC=CC=C1)=O